m-methoxyl-benzonitrile O(C)C=1C=C(C#N)C=CC1